4-benzyl-6-hydroxy-3-isopentyl-1,4-diazepane-1-carboxylate C(C1=CC=CC=C1)N1C(CN(CC(C1)O)C(=O)[O-])CCC(C)C